(R)-ethyl 3-((5-(4-fluorophenyl)-2-methyl-3-(2-(methylsulfonyl)ethyl)-1,1-dioxido-7-(trifluoromethyl)-2,3,4,5-tetrahydrobenzo[f][1,2,5]thiadiazepin-8-yl)oxy)-2,2-dimethylpropanoate FC1=CC=C(C=C1)N1C[C@H](N(S(C2=C1C=C(C(=C2)OCC(C(=O)OCC)(C)C)C(F)(F)F)(=O)=O)C)CCS(=O)(=O)C